BrC1=CC=C2C=CN(C(C2=C1)=O)C(C)C 7-bromo-2-isopropylisoquinolin-1(2H)-one